methyl 4-((10-((tert-butyldiphenylsilyl) oxy) decyl) oxy)-1-naphthoate [Si](C1=CC=CC=C1)(C1=CC=CC=C1)(C(C)(C)C)OCCCCCCCCCCOC1=CC=C(C2=CC=CC=C12)C(=O)OC